NC1=NC(N(C=C1F)[C@@H]1CS[C@@H](O1)CO)=O 4-amino-5-fluoro-1-((2r,5s)-2-(hydroxymethyl)-1,3-oxathiolan-5-yl)pyrimidin-2(1H)-one